6-(benzo[b]thiophen-6-yl)-N-(5-fluoro-1H-indol-3-yl)-3,4-dihydroisoquinoline-2(1H)-carboxamide S1C2=C(C=C1)C=CC(=C2)C=2C=C1CCN(CC1=CC2)C(=O)NC2=CNC1=CC=C(C=C21)F